(R)-2-(allyl-(2-(4-bromophenyl)-2-hydroxyethyl)amino)acetonitrile C(C=C)N(CC#N)C[C@H](O)C1=CC=C(C=C1)Br